C(C)OC(CCC1=CC(=CC=C1)C1(CCS(CC1)(=O)=O)C(CBr)=O)=O 3-(3-(4-(2-Bromoacetyl)-1,1-dioxotetrahydro-2H-thiopyran-4-yl)phenyl)propanoic acid ethyl ester